ClC1=C2C(=C(N=N1)C1=CC(=CC=C1)C(F)(F)F)SC=C2 4-chloro-7-(3-(trifluoromethyl)phenyl)thieno[2,3-d]pyridazine